C1(=CC=CC=C1)C=1C(OC2=CC=CC=C2C1)=O phenylcumarine